ClC1=C(C(=CC=C1)Cl)C1=CC2=C(N=C(N=C2)NC2=NC=C(C=C2)OCC=2C=NC=C(C2)C)N(C1=O)C 6-(2,6-dichlorophenyl)-8-methyl-2-((5-((5-methylpyridin-3-yl)methoxy)pyridin-2-yl)amino)pyrido[2,3-d]pyrimidin-7(8H)-one